P(=O)(OCCC1(COCCOCCCOCCOC1)CCCCCCCCCCCC)(OCC)OCC 2-(6-dodecyl-1,4,8,11-tetraoxacyclotetradec-6-yl)ethyl diethyl phosphate